ClC1=NC=CC(=N1)N1CC(C2=NC(=CC=C21)C=2C=NN(C2)C)(C)C 1-(2-Chloropyrimidin-4-yl)-3,3-dimethyl-5-(1-methyl-1H-pyrazol-4-yl)-2,3-dihydro-1H-pyrrolo[3,2-b]pyridine